ClC=1C=C(C(=O)NCCC2=CC(=NO2)C(=O)NO)C=CC1Cl 5-(2-(3,4-dichlorobenzamido)ethyl)-N-hydroxyisoxazole-3-carboxamide